2-[(2E)-2-(aminomethyl)-3-fluoroprop-2-en-1-yl]-4-({5-[(E)-2-(4-fluorophenyl)ethenyl]thiophen-2-yl}methyl)-2,4-dihydro-3H-1,2,4-triazol-3-one hydrochloride Cl.NC/C(/CN1N=CN(C1=O)CC=1SC(=CC1)\C=C\C1=CC=C(C=C1)F)=C\F